2-Bromo-3-fluoro-4-(((1S,3R)-3-hydroxycyclopentyl)oxy)benzoic acid BrC1=C(C(=O)O)C=CC(=C1F)O[C@@H]1C[C@@H](CC1)O